CN1N=CC(=C1)NC(=N)N 1-(1-methyl-1H-pyrazol-4-yl)guanidine